FC1=CC=CC(=N1)C=1N=C(SC1)NC(CNC(OC(C)(C)C)=O)=O tert-butyl N-[2-[[4-(6-fluoro-2-pyridyl)thiazol-2-yl]amino]-2-oxo-ethyl]carbamate